(S)-N-(3-(6-Azaspiro[2.5]octan-6-yl)-5-(1,1,1-trifluoro-2-hydroxypropan-2-yl)pyrazin-2-yl)-3-(N-(tert-butyl)sulfamoyl)benzamide C1CC12CCN(CC2)C=2C(=NC=C(N2)[C@](C(F)(F)F)(C)O)NC(C2=CC(=CC=C2)S(NC(C)(C)C)(=O)=O)=O